8-(1-(but-2-ynoyl)piperidin-4-yl)-2-(4-(4-methoxyphenoxy)phenyl)-5,6,7,8-tetrahydroimidazo[1,2-b]pyridazine-3-carboxamide C(C#CC)(=O)N1CCC(CC1)C1C=2N(NCC1)C(=C(N2)C2=CC=C(C=C2)OC2=CC=C(C=C2)OC)C(=O)N